NCCNCCC[Si](OC)(OC)OC N-(2-aminoethyl)aminopropyl-trimethoxysilane